2-hydroxy-5-((4-phenyl-6-(piperidin-4-yl)pyrimidin-2-yl)amino)benzoic acid OC1=C(C(=O)O)C=C(C=C1)NC1=NC(=CC(=N1)C1=CC=CC=C1)C1CCNCC1